ethyl 2-(1-(tert-butoxycarbonyl)-6-fluoroindolin-5-yl)benzo[d]imidazo[2,1-b]thiazole-7-carboxylate C(C)(C)(C)OC(=O)N1CCC2=CC(=C(C=C12)F)C=1N=C2SC3=C(N2C1)C=CC(=C3)C(=O)OCC